C(C)[Si](CC)(CC)OC(C(S(=O)(=O)F)(F)F)=O 2,2-difluoro-2-(fluorosulfonyl)acetic acid triethylsilyl ester